C(C)OC(=O)C1=NN(C=C1I)C 4-iodo-1-methyl-1H-pyrazole-3-carboxylic acid ethyl ester